NC1=NNC2=C1C(=NC=C2C2=NN1C(C=NC=C1)=C2)C2=CC=C(CNC(C1=C(C=CC(=C1)F)OC)=O)C=C2 N-(4-(3-amino-7-(pyrazolo[1,5-a]pyrazin-2-yl)-1H-pyrazolo[4,3-c]pyridin-4-yl)benzyl)-5-fluoro-2-methoxybenzamide